tert-Butyl (2S,5R)-2-(((1s,4R)-4-(N-benzylacetamido)cyclohexyl)methyl)-5-((R)-(3-fluorophenyl)(hydroxy)methyl)pyrrolidine-1-carboxylate C(C1=CC=CC=C1)N(C(C)=O)C1CCC(CC1)C[C@H]1N([C@H](CC1)[C@H](O)C1=CC(=CC=C1)F)C(=O)OC(C)(C)C